FC(C(=O)O)(F)F.N1=C(C=NC=C1)C(=O)N pyrazine-2-carboxamide 2,2,2-trifluoroacetate